tert-butyl-(2R,4R)-4-((6-((1-(tert-butyl)-5-methyl-1H-pyrazol-3-yl) amino)-5-fluoro-4-methylpyridin-2-yl) methyl)-2-methylpiperidine-4-carboxylate C(C)(C)(C)OC(=O)[C@]1(C[C@H](NCC1)C)CC1=NC(=C(C(=C1)C)F)NC1=NN(C(=C1)C)C(C)(C)C